C(C)OC1=CC=C(OCC(=O)N(CC2OCCC2)C2=NC=CC=C2)C=C1 2-(4-ethoxyphenoxy)-N-(2-pyridyl)-N-(tetrahydro-furan-2-ylmethyl)acetamide